5-((4-amino-6-chloro-1H-pyrazolo[3,4-d]pyrimidin-1-yl)methyl)-2-bromophenethyl-4-methylbenzenesulfonate NC1=C2C(=NC(=N1)Cl)N(N=C2)CC=2C=CC(=C(CCOS(=O)(=O)C1=CC=C(C=C1)C)C2)Br